5,7-difluorobenzo[B]thiophene-3-carbonitrile FC1=CC2=C(SC=C2C#N)C(=C1)F